FC1=CC=C(C=N1)CNN1C=NN=C1 ((6-fluoropyridin-3-yl)methyl)(4H-1,2,4-triazol-4-yl)amine